2-(4-fluorophenyl)-5-iodo-3-(4-pyridinyl)imidazo[4,5-b]pyridine FC1=CC=C(C=C1)C1=NC=2C(=NC(=CC2)I)N1C1=CC=NC=C1